3-(2-amino-2-cyanopropoxy)-4-(trifluoromethyl)benzonitrile NC(COC=1C=C(C#N)C=CC1C(F)(F)F)(C)C#N